COC(CC1CCN(CC1)CC=1C=C(C=C(C1)OC=1C=NC(=NC1)N1CCN(CC1)C)C1=CC(=CC(=C1)Cl)Cl)=O 2-(1-((3',5'-dichloro-5-((2-(4-methylpiperazin-1-yl)pyrimidin-5-yl)oxy)-[1,1'-biphenyl]-3-yl)methyl)piperidin-4-yl)acetic acid methyl ester